1,4-Dimethyl 2,3-dihydroxybenzene-1,4-dicarboxylate OC1=C(C=CC(=C1O)C(=O)OC)C(=O)OC